2-amino-2-deoxy-β-D-glucose N[C@H]1[C@H](O)O[C@@H]([C@H]([C@@H]1O)O)CO